N-(4-(9,9-diphenyl-9H-fluoren-2-yl)phenyl)-9,9-dimethyl-N-(4-(phenanthren-2-yl)phenyl)-9H-fluoren-2-amine C1(=CC=CC=C1)C1(C2=CC=CC=C2C=2C=CC(=CC12)C1=CC=C(C=C1)N(C1=CC=2C(C3=CC=CC=C3C2C=C1)(C)C)C1=CC=C(C=C1)C1=CC=2C=CC3=CC=CC=C3C2C=C1)C1=CC=CC=C1